Pyridine-1-carbonitrile N1(CC=CC=C1)C#N